6-hydroxybenzylthiazole OC1=CC=CC=C1CC=1SC=CN1